OC1=C(C(=O)O)C=C(C=C1C(=O)NC1=CC(=CC=C1)S(=O)(=O)O)O 2,5-dihydroxy-3-(3-sulfophenylaminocarbonyl)benzoic acid